FC1=CC=C(C=C1)NC(=O)C1(CC1)C(=O)NC1=CC=C(C=C1)OC1=CC=NC2=CC(=C(C=C12)C(NC)=O)OC 1-N'-(4-Fluorophenyl)-1-N-[4-[7-methoxy-6-(methylcarbamoyl)quinolin-4-yl]oxyphenyl]cyclopropane-1,1-dicarboxamide